5-[2-(benzylsulfonyl)-7-{[(3S)-3-(morpholin-4-ylmethyl)-3,4-dihydroisoquinolin-2(1H)-yl]carbonyl}-1,2,3,4-tetrahydroisoquinolin-6-yl]-N,N-dibutyl-1,2-dimethyl-1H-pyrrole-3-carboxamide C(C1=CC=CC=C1)S(=O)(=O)N1CC2=CC(=C(C=C2CC1)C1=CC(=C(N1C)C)C(=O)N(CCCC)CCCC)C(=O)N1CC2=CC=CC=C2C[C@H]1CN1CCOCC1